C(C1=CC=CC=C1)N1C(CN(CC1)C1=CC=C(C=C1)C1=NC=2C(=NC=C(C2NC2CCN(CC2)CC2=CC=C(C=C2)OC)Cl)N1)=O 1-Benzyl-4-[4-(6-chloro-7-{[1-(4-methoxybenzyl)piperidin-4-yl]amino}-3H-imidazo[4,5-b]pyridin-2-yl)phenyl]piperazin-2-one